FC1=CC=C(CSN2C(C3=CC=CC=C3C2=O)=O)C=C1 2-(p-fluorobenzylthio)isoindole-1,3-dione